1-(3-(4-hydroxy-4-(2-(trifluoromethyl)phenyl)piperidine-1-carbonyl)-1,4,6,7-tetrahydro-5H-pyrazolo[4,3-c]pyridin-5-yl)ethan-1-one OC1(CCN(CC1)C(=O)C1=NNC2=C1CN(CC2)C(C)=O)C2=C(C=CC=C2)C(F)(F)F